zinc gallium hydrochloride Cl.[Ga].[Zn]